O.C(C(=O)[O-])(=O)[O-].[Co+2] cobalt(II) oxalate hydrate